(S)-3-(1-acetyl-4-ethoxypiperidin-4-yl)-5-chloro-1,7-dimethyl-8-(pyrrolidin-2-ylmethoxy)-1,6-naphthyridin-2(1H)-one C(C)(=O)N1CCC(CC1)(OCC)C=1C(N(C2=C(C(=NC(=C2C1)Cl)C)OC[C@H]1NCCC1)C)=O